N6-(2,3-dimethylphenyl)-5-fluoro-1H-pyrazolo[3,4-b]pyridine-3,6-diamine CC1=C(C=CC=C1C)NC1=C(C=C2C(=N1)NN=C2N)F